L-4-hydroxy-3-methoxybenzoic acid OC1=C(C=C(C(=O)O)C=C1)OC